3-(2,4-dimethoxyphenoxy)-N-(3-(S-methylsulfonimidoyl)phenyl)-6-(trifluoromethyl)pyridazine-4-carboxamide COC1=C(OC=2N=NC(=CC2C(=O)NC2=CC(=CC=C2)S(=O)(=N)C)C(F)(F)F)C=CC(=C1)OC